(S)-4-(5-(4-(2-((S)-3-carboxybutanoyl)-6-methoxybenzo[b]thiophen-5-yl)butyl)-6-methoxy-isoindolin-2-yl)-2-methyl-4-oxobutanoic acid C(=O)(O)[C@H](CC(=O)C1=CC2=C(S1)C=C(C(=C2)CCCCC=2C=C1CN(CC1=CC2OC)C(C[C@@H](C(=O)O)C)=O)OC)C